(1R,4R)-cyclopent-2-en C1C=CCC1